oxo-1,6-dihydropyrimidin O=C1C=CN=CN1